[Br-].C(OCCOCC)[NH3+] 2,5-dioxaheptyl-ammonium bromide